C(C)(C)(C)OC(=O)C1=CC=C(CN2C(C(=CN(S2(=O)=O)C(=O)OC(C)(C)C)C(=O)OCC)C2=C(C=C(C=C2)Cl)Cl)C=C1 2-(tert-Butyl) 4-ethyl 6-(4-(tert-butoxycarbonyl)benzyl)-5-(2,4-dichlorophenyl)-5,6-dihydro-2H-1,2,6-thiadiazine-2,4-dicarboxylate 1,1-dioxide